O=C1OC[C@H](N1)COS(=O)(=O)C1=CC=C(C=C1)C.CC(CCCCCC)N(C(C)=O)C(CCCCCC)C N,N-bis(1-methylheptyl)acetamide (S)-(2-oxooxazolidin-4-yl)methyl-4-methylbenzenesulfonate